7-cyclopentyl-N,N-dimethyl-2-[[5-(4-piperidinylmethyl)-2-pyridinyl]-amino]pyrrolo[2,3-d]pyrimidine-6-carboxamide C1(CCCC1)N1C(=CC2=C1N=C(N=C2)NC2=NC=C(C=C2)CC2CCNCC2)C(=O)N(C)C